N-[(5-{4-[(1-methylpiperidin-4-yl)amino]-1-(2,2,2-trifluoroethyl)-1H-indol-2-yl}-1,3,4-thiadiazol-2-yl)methyl]butanamide CN1CCC(CC1)NC1=C2C=C(N(C2=CC=C1)CC(F)(F)F)C1=NN=C(S1)CNC(CCC)=O